N-(pyridin-2-ylmethyl)-5-(1-(6-(2-(3-(trifluoromethoxy)phenyl)acetamido)pyridazin-3-yl)pyrrolidin-3-yl)-1,3,4-thiadiazole-2-carboxamide N1=C(C=CC=C1)CNC(=O)C=1SC(=NN1)C1CN(CC1)C=1N=NC(=CC1)NC(CC1=CC(=CC=C1)OC(F)(F)F)=O